OC1=C(C=CC(=C1)OC)C=1OC2=C(C1)C=C(C=C2)CCCO 2-(2-hydroxy-4-methoxyphenyl)-5-(3-hydroxypropyl)benzofuran